OC=1C=C(C=CC1)CCC(=O)O 3-(3-hydroxy-phenyl)propionic acid